tert-butyl 6-(2,6-difluoro-4-nitro-phenyl)-2,6-diazaspiro[3.3]heptane-2-carboxylate FC1=C(C(=CC(=C1)[N+](=O)[O-])F)N1CC2(CN(C2)C(=O)OC(C)(C)C)C1